NC=1C2=C(N=CN1)N(C(=C2C2=CC=C(C=C2)OC2=NC=CC(=N2)C)C2=CC(=NN2C)C(=O)OCC)C ethyl 5-(4-amino-7-methyl-5-(4-((4-methylpyrimidin-2-yl)oxy)phenyl)-7H-pyrrolo[2,3-d]pyrimidin-6-yl)-1-methyl-1H-pyrazole-3-carboxylate